rac-4-((2r,3s,5r)-3-(2-chloro-4-(trifluoromethoxy)phenyl)-5-methyl-5-(trifluoromethyl)tetrahydrofuran-2-carboxamido)picolinic acid methyl ester COC(C1=NC=CC(=C1)NC(=O)[C@@H]1O[C@](C[C@H]1C1=C(C=C(C=C1)OC(F)(F)F)Cl)(C(F)(F)F)C)=O |r|